methyl ethyl (5-chloro-8-quinoline-oxy)malonate ClC1=C2C=CC=NC2=C(C=C1)OC(C(=O)OC)C(=O)OCC